C(#N)[C@@]1(N(CCC1)C(=O)C1=CC(=C2N1CCC1=CC(=C(C=C21)C(=O)N[C@]2(COCC2)C#N)OC)CC(F)(F)F)C |o1:25| 3-[(2R)-2-cyano-2-methyl-pyrrolidine-1-carbonyl]-N-[(3S*)-3-cyanotetrahydrofuran-3-yl]-8-methoxy-1-(2,2,2-trifluoroethyl)-5,6-dihydropyrrolo[2,1-a]isoquinoline-9-carboxamide